C(C)(CC)OC1=NC=CC=C1C1=NC=C2NC(N(C2=N1)CC1=CC=C(C=C1)C=1N(C=C(N1)C(F)(F)F)C)=O 2-(2-(sec-butoxy)pyridin-3-yl)-9-(4-(1-methyl-4-(trifluoromethyl)-1H-imidazol-2-yl)benzyl)-7,9-dihydro-8H-purin-8-one